C1(CCCC1)CN1CC(NC2=NC=C(N=C21)C=2C=NC(=CC2)C(C)(C)O)=O 4-(cyclopentylmethyl)-6-(6-(2-hydroxypropan-2-yl)pyridin-3-yl)-3,4-dihydropyrazino[2,3-b]pyrazin-2(1H)-one